FC1=C(C=CC(=C1)F)[C@](CC(=O)NC1(CC1)C1=CC(=CC(=C1)OCC(F)(F)F)OC)(C)O (R)-3-(2,4-difluorophenyl)-3-hydroxy-N-(1-(3-methoxy-5-(2,2,2-trifluoroethoxy)phenyl)-cyclopropyl)butanamide